O=C1NC(CCC1N1C(C2=CC=CC(=C2C1=O)N1CC(C1)OCCC1CCN(CC1)C(=O)OC(C)(C)C)=O)=O tert-butyl 4-(2-((1-(2-(2,6-dioxopiperidin-3-yl)-1,3-dioxoisoindolin-4-yl)azetidin-3-yl)oxy)ethyl)piperidine-1-carboxylate